CN(C)C(ON1N=NC=2C1=NC=CC2)=[N+](C)C [(dimethylamino)({[1,2,3]triazolo[4,5-b]pyridin-3-yloxy})methylidene]dimethylazanium